NCC1=NNC(C2=CC=C(C=C12)C1=C(N(N=C1)C)C1=C(C=2C=C(C=NC2C=C1F)C)C#N)=O (M)-6-[4-[4-(aminomethyl)-1-oxo-2H-phthalazin-6-yl]-2-methyl-pyrazol-3-yl]-7-fluoro-3-methyl-quinoline-5-carbonitrile